(-)-(S)-2,7-Diphenyl-4,5,6,7-tetrahydropyrazolo[1,5-a]pyrimidine C1(=CC=CC=C1)C1=NN2C(NCC[C@H]2C2=CC=CC=C2)=C1